(S)-5-(1-((R)-1-(cyclopropylsulfonyl)pyrrolidin-3-yl)-5-(3,5-dimethylisoxazol-4-yl)-1H-benzo[d]imidazol-2-yl)-1-(3,4-difluorophenyl)pyrrolidin-2-one C1(CC1)S(=O)(=O)N1C[C@@H](CC1)N1C(=NC2=C1C=CC(=C2)C=2C(=NOC2C)C)[C@@H]2CCC(N2C2=CC(=C(C=C2)F)F)=O